FC1=CC=C(C=C1)C=1C(C(=NN(C1)CC(C)C)C(=O)O)=O 5-(4-fluorophenyl)-1-isobutyl-4-oxo-1,4-dihydropyridazine-3-carboxylic acid